tert-butyl (1S)-5-(benzyloxy)-1-(hydroxymethyl)-9-methyl-1H,2H,3H-benzo[e]indole-3-carboxylate C(C1=CC=CC=C1)OC=1C2=C(C=3[C@@H](CN(C3C1)C(=O)OC(C)(C)C)CO)C(=CC=C2)C